2-(4-bromophenyl)-1-[4-[[5-cyclopropyl-2-ethoxy-4-(4-fluorophenyl)phenyl]methyl]piperazin-1-yl]ethanone BrC1=CC=C(C=C1)CC(=O)N1CCN(CC1)CC1=C(C=C(C(=C1)C1CC1)C1=CC=C(C=C1)F)OCC